(1s,4s)-N-(2-(2-(2-aminoethoxy)ethoxy)ethyl)-4-cyano-4-(3-(cyclopentyloxy)-4-methoxyphenyl)cyclohexane-1-carboxamide NCCOCCOCCNC(=O)C1CCC(CC1)(C1=CC(=C(C=C1)OC)OC1CCCC1)C#N